CC1=C(C=CC=C1C)CCC=O 2,3-DIMETHYL-BENZENEPROPANAL